(S)-3-((1-(6-methoxy-5-(trifluoromethyl)pyridin-3-yl)pyrrolidin-2-yl)methoxy)propionic acid COC1=C(C=C(C=N1)N1[C@@H](CCC1)COCCC(=O)O)C(F)(F)F